[1,3]dioxolo[4,5-c]pyridin-7-ol O1COC=2C=NC=C(C21)O